(±)-3-(cis-2-fluorocyclopropanecarboxamido)-6-(7-methyl-3-(tetrahydro-2H-pyran-2-yl)-3H-imidazo[4,5-b]pyridin-6-yl)isoquinolin-8-ylcarbamic acid tert-butyl ester C(C)(C)(C)OC(NC=1C=C(C=C2C=C(N=CC12)NC(=O)[C@H]1[C@H](C1)F)C=1C(=C2C(=NC1)N(C=N2)[C@@H]2OCCCC2)C)=O |&1:33|